ClC1=C(C=C(C(=C1)F)N1C(N(C(N(C1=O)C)=S)C)=O)C1=NOC(C1)(C(=O)OC)OC Methyl 3-[2-chloro-5-(3,5-dimethyl-2,6-dioxo-4-thioxo-1,3,5-triazinan-1-yl)-4-fluoro-phenyl]-5-methoxy-4H-isoxazole-5-carboxylate